[Si](C)(C)(C(C)(C)C)OC[C@H]1NCC(CC1)=C (S)-2-(((tert-butyldimethylsilyl)oxy)methyl)-5-methylenepiperidine